ClC=1C(=C(N)C(=CC1F)[N+](=O)[O-])C 3-chloro-4-fluoro-2-methyl-6-nitroaniline